2-(2-(4-methyl-3-cyclohexen-1-yl)propyl)cyclopentanone tert-butyl-4-[2-[1-(2,6-dioxo-3-piperidyl)-3-methyl-2-oxo-benzimidazol-4-yl]ethoxy]piperidine-1-carboxylate C(C)(C)(C)OC(=O)N1CCC(CC1)OCCC1=CC=CC=2N(C(N(C21)C)=O)C2C(NC(CC2)=O)=O.CC2=CCC(CC2)C(CC2C(CCC2)=O)C